BrC=1C=C(C=NC1C)C(=O)O 5-bromo-6-methylpyridine-3-carboxylic acid